(5-amino-2-bromo-4-fluorophenyl)-1-ethyl-7-(methyl-amino)-1,6-naphthyridin-2(1H)-one NC=1C(=CC(=C(C1)C=1C(N(C2=CC(=NC=C2C1)NC)CC)=O)Br)F